NCCCN1CCN(CC1)C=1C=C2C(N(C(C2=CC1)=O)C1C(NC(CC1)=O)=O)=O 5-(4-(3-aminopropyl)piperazin-1-yl)-2-(2,6-dioxopiperidin-3-yl)isoindoline-1,3-dione